COC1=CC=C(CNC2=NC=CC3=CC=C(C=C23)C=2C=C3C(=NN(C3=CC2)C2OCCCC2)C(=O)OC)C=C1 methyl 5-(1-((4-methoxybenzyl)amino)isoquinolin-7-yl)-1-(tetrahydro-2H-pyran-2-yl)-1H-indazole-3-carboxylate